N-(7-chloro-6-(1-((3S,4S)-4-hydroxy-3-methyltetrahydrofuran-3-yl)piperidin-4-yl)isoquinolin-3-yl)-5,5-dimethyltetrahydrofuran-3-carboxamide ClC1=C(C=C2C=C(N=CC2=C1)NC(=O)C1COC(C1)(C)C)C1CCN(CC1)[C@]1(COC[C@H]1O)C